CS(=O)(=O)C1(CC1)CN1C(C2=C(CC1)C(=NN2)C(=O)OCC)=O ethyl 6-((1-(methylsulfonyl)cyclopropyl)methyl)-7-oxo-4,5,6,7-tetrahydro-1H-pyrazolo[3,4-c]pyridine-3-carboxylate